(2S,5S)-25-(2,5-dioxo-2,5-dihydro-1H-pyrrol-1-yl)-5-isopropyl-2-methyl-4,7,23-trioxo-10,13,16,19-tetraoxa-3,6,22-triazapentacosanamide O=C1N(C(C=C1)=O)CCC(NCCOCCOCCOCCOCCC(N[C@H](C(N[C@H](C(=O)N)C)=O)C(C)C)=O)=O